CS(=O)(=O)OCC1=NN(C(=C1)C)C1=CC(=CC=C1)Br [1-(3-bromophenyl)-5-methyl-pyrazol-3-yl]methyl methanesulfonate